1,5,9-triazacyclododecaneN ethyl-(2S)-2-[[(2S)-2-amino-3-[4-[bis(2-chloroethyl)amino]phenyl]propanoyl]amino]-3-(4-fluorophenyl)propanoate C(C)OC([C@H](CC1=CC=C(C=C1)F)NC([C@H](CC1=CC=C(C=C1)N(CCCl)CCCl)N)=O)=O.N1=CCCNCCCNCCC1